COC1=C(OC2CN(C2)[C@H]2[C@H](CCCC2)OC=2C=C3CN(C(C3=CC2)=O)C2C(NC(CC2)=O)=O)C=CC=C1 3-(5-(((1S,2R)-2-(3-(2-methoxyphenoxy)azetidin-1-yl)cyclohexyl)oxy)-1-oxoisoindolin-2-yl)piperidine-2,6-dione